4-{4-[2-chloro-5-(trifluoromethyl)phenyl]piperazin-1-yl}benzoic acid ClC1=C(C=C(C=C1)C(F)(F)F)N1CCN(CC1)C1=CC=C(C(=O)O)C=C1